NC=1C=C(OC2=CC=C(C=C2)P(C2=CC=CC=C2)(C2=CC=C(C=C2)OC2=CC(=CC=C2)N)=O)C=CC1 bis[4-(3-aminophenoxy)phenyl]phenylphosphine oxide